3,3-difluorocyclohexane FC1(CCCCC1)F